N1C=CC2=C(C=CC=C12)C=1N=C(C2=C(N1)C(=CS2)C=2C(=NC(=CC2)S(=O)(=O)C)C)N2[C@@H](COCC2)C (R)-4-(2-(1H-indol-4-yl)-7-(2-methyl-6-(methylsulfonyl)pyridin-3-yl)thieno[3,2-d]pyrimidin-4-yl)-3-methylmorpholine